C(C)(=O)OCC(C[C@H]1O[C@](C[C@@H]([C@@H]1NC(=O)OC(C)(C)C)OC(C)=O)(C(=O)OC)CC=C)OC(C)=O ((2R,3R,4S,6R)-4-acetoxy-6-allyl-3-((tert-butoxycarbonyl)amino)-6-(methoxycarbonyl)tetrahydro-2H-pyran-2-yl)propane-1,2-diyl diacetate